[Cl-].CC([O-])C.CC([O-])C.CC([O-])C.[Ti+4] titanium tris(isopropoxide) chloride